N-[(6-Amino-2-pyridyl)sulfonyl]-6-(2-isobutoxy-4-pyridyl)-2-(2,2,4-trimethylpyrrolidin-1-yl)pyridin-3-carboxamid NC1=CC=CC(=N1)S(=O)(=O)NC(=O)C=1C(=NC(=CC1)C1=CC(=NC=C1)OCC(C)C)N1C(CC(C1)C)(C)C